N-(3-chloro-2-fluorophenylmethyl)-2-((2-(3-hydroxyoxetan-3-yl)ethyl)amino)acetamide ClC=1C(=C(C=CC1)CNC(CNCCC1(COC1)O)=O)F